C(N)(OCC1=NC(=CC=C1)N(C(=O)C1=CC=C(C=C1)F)C)=O ((6-((4-fluorophenyl) (methyl) formylamino) pyridin-2-yl) methyl) carbamate